C(CCCCCCCCCCCC)[Si](OC)(OC)OC tridecanyl-trimethoxysilane